5-methoxy-aminomethyl-2-thiouracil COC=1C(NC(NC1CN)=S)=O